5-{2-[(2,4-Difluorophenyl)sulfonyl]vinyl}-N4-(1-methyl-1H-pyrazol-3-yl)-N2-(4-morpholinophenyl)pyrimidine-2,4-diamine FC1=C(C=CC(=C1)F)S(=O)(=O)C=CC=1C(=NC(=NC1)NC1=CC=C(C=C1)N1CCOCC1)NC1=NN(C=C1)C